BrC1=CNC2=C1N=C(N=C2NN=CC2=CC(=CC=C2)C)N2CCOCC2 4-(7-bromo-4-(2-(3-methylbenzylidene)hydrazinyl)-5H-pyrrolo[3,2-d]pyrimidin-2-yl)morpholine